3-hydroxy-2-(4-methylbenzoyl)-3-(p-tolyl)isoindolin-1-one ethyl-4-(1-benzyl-6-oxo-1,6-dihydropyridin-2-yl)-2-methylenebutanoate C(C)OC(C(CCC=1N(C(C=CC1)=O)CC1=CC=CC=C1)=C)=O.OC1(N(C(C2=CC=CC=C12)=O)C(C1=CC=C(C=C1)C)=O)C1=CC=C(C=C1)C